BrC1=CC=C(C=C1)C1=NC(=NO1)C(C(=O)N)(C)C 2-[5-(4-Bromophenyl)-1,2,4-oxadiazol-3-yl]-2-methylpropanamide